O(CCOCC1OC1)CCOCC1OC1 2,2'-[oxy-bis(2,1-ethyleneoxy-methylene)]bisoxirane